Cl.N=1N2C(=CC1C=1C=C(C(=NC1)N)C(F)(F)F)[C@]1(CC2)CNCC1 5-[(3R)-5',6'-dihydrospiro[pyrrolidine-3,4'-pyrrolo[1,2-b]pyrazol]-2'-yl]-3-(trifluoromethyl)pyridin-2-amine-hydrochloride salt